ClC1=C(C#N)C=C(C(=N1)N1CCOCC1)F 2-chloro-5-fluoro-6-morpholinonicotinonitrile